C(=O)(O)[C@@H](CC=1C=C(CN(C(CC=2C=C(C=CC2)C[C@H](C(=O)O)C2CNCC2)=O)CCOC2=CC(=CC=C2)C[C@@H](C2CNCC2)C(=O)O)C=CC1)C1CNCC1 (S)-3-(3-(2-((3-((S)-2-carboxy-2-(pyrrolidin-3-yl)ethyl)benzyl)(2-(3-((S)-2-carboxy-2-(pyrrolidin-3-yl)ethyl)phenoxy)ethyl)amino)-2-oxoethyl)phenyl)-2-(pyrrolidin-3-yl)propanoic acid